[Si](C)(C)(C(C)(C)C)OCCCSC=1N=NC(=CC1NC1=CC(=NC=C1)NC(CCN1CCN(CC1)C)=O)C1=C(C=CC(=C1)Cl)F N-(4-{[3-({3-[(tert-butyldimethylsilyl)oxy]propyl}sulfanyl)-6-(5-chloro-2-fluorophenyl)pyridazin-4-yl]amino}pyridin-2-yl)-3-(4-methylpiperazin-1-yl)propanamide